α-Keto-Isocaproic Acid O=C(C(=O)O)CC(C)C